C1(=CC=CC=C1)C=1NC2=C(C=CC=C2C1C(CC(F)(F)F)C1=CC=CC=C1)B(O)O (2-phenyl-3-(3,3,3-trifluoro-1-phenylpropyl)-1H-indol-7-yl)boronic acid